N1=CC=CC=C1N1C(C2=CC=CC=C2C(C1)C1=CC(=C(C=C1)Cl)Cl)([2H])[2H] pyridin-6-yl-4-(3,4-dichlorophenyl)-1,2,3,4-tetrahydroisoquinoline-1,1-d2